C(C1=CC=CC=C1)C1=C(C(NC2=CC=C(C=C12)Cl)=O)C=1CC(N(N1)C(CC)=O)C1=CC=C(C=C1)F 4-benzyl-6-chloro-3-[3-(4-fluorophenyl)-2-propanoyl-3,4-dihydropyrazol-5-yl]-1H-quinolin-2-one